C(C)(C)N1N=CC=2C=NC(=CC21)NC2=NC=C(C(=N2)N[C@H](CO)C2=CC=CC=C2)C=2OC=NN2 (S)-2-((2-((1-isopropyl-1H-pyrazolo[4,3-c]pyridin-6-yl)amino)-5-(1,3,4-oxadiazol-2-yl)pyrimidin-4-yl)amino)-2-phenylethan-1-ol